N-(2-(4-((2-(2,6-dioxopiperidin-3-yl)-6-fluoro-1,3-dioxoisoindolin-5-yl)methyl)piperazin-1-yl)ethyl)-4,9-dioxo-4,9-dihydronaphtho[2,3-b]furan-2-carboxamide O=C1NC(CCC1N1C(C2=CC(=C(C=C2C1=O)CN1CCN(CC1)CCNC(=O)C1=CC2=C(O1)C(C1=CC=CC=C1C2=O)=O)F)=O)=O